C(C)OC(=O)C1=CN=CN1C(C)C1=C(C=CC(=C1)OC)OC 1-(1-(2,5-Dimethoxyphenyl)ethyl)-1H-imidazole-5-carboxylic acid ethyl ester